(R)-N-((S)-1-(4-(3,3-dimethyl-2-oxoindol-1-yl)piperidin-1-yl)-1-oxo-4-phenylbutan-2-yl)piperidine-3-carboxamide HCl Cl.CC1(C(N(C2=CC=CC=C12)C1CCN(CC1)C([C@H](CCC1=CC=CC=C1)NC(=O)[C@H]1CNCCC1)=O)=O)C